trans-2-(1,3,4-thiadiazol-2-yl)cyclopropane-1-carboxylic acid methyl ester COC(=O)[C@H]1[C@@H](C1)C=1SC=NN1